(2R,4R)-6-chloro-4-hydroxy-N-(3-{3-[trans-3-(trifluoromethoxy)cyclobutyl]-1,2-oxazol-5-yl}bicyclo[1.1.1]pent-1-yl)-3,4-dihydro-2H-1-benzopyran-2-carboxamide ClC=1C=CC2=C([C@@H](C[C@@H](O2)C(=O)NC23CC(C2)(C3)C3=CC(=NO3)[C@@H]3C[C@H](C3)OC(F)(F)F)O)C1